FC1=C(C=CC=2C=C(SC21)C(=O)O)N2CCN(CC2)C 7-fluoro-6-(4-methylpiperazin-1-yl)-1-benzothiophene-2-carboxylic acid